tert-Butyl 5-(4-(6-chloro-4-oxo-3,4-dihydro-7H-pyrrolo[2,3-d]pyrimidin-7-yl)phenyl)-3,3-dimethylmorpholine-4-carboxylate ClC1=CC2=C(N=CNC2=O)N1C1=CC=C(C=C1)C1COCC(N1C(=O)OC(C)(C)C)(C)C